NC1=NC2=CC=C(C=C2C=C1C)C(=O)N(CC1=NC=C(C=C1)C(F)(F)F)CC1=NC=C(C=N1)F 2-amino-N-((5-fluoro-2-pyrimidinyl)methyl)-3-methyl-N-((5-(trifluoromethyl)-2-pyridinyl)methyl)-6-quinolinecarboxamide